CN1CCC(CC1)CNC1=C(C=C(C=C1)S(=O)(=O)NC(C1=NC=CC=C1)=O)[N+](=O)[O-] N-((4-(((1-methylpiperidin-4-yl)methyl)amino)-3-nitrophenyl)sulfonyl)picolinamide